[5-{4-[3-(4-fluorophenyl)-1-(2-hydroxy-2-methylpropyl)-1H-pyrazol-4-yl]furo[2,3-d]pyrimidin-6-yl}-3,6-dihydropyridin-1(2H)-yl]ethan-1-one FC1=CC=C(C=C1)C1=NN(C=C1C=1C2=C(N=CN1)OC(=C2)C2=CCCN(C2)C(C)=O)CC(C)(C)O